(6-amino-5-(3-hydroxy-2,6-dimethylphenyl)-5H-pyrrolo[2,3-b]pyrazin-7-yl)(7-((1-methyl-1H-pyrazol-3-yl)amino)-1H-indol-2-yl)methanone NC1=C(C=2C(=NC=CN2)N1C1=C(C(=CC=C1C)O)C)C(=O)C=1NC2=C(C=CC=C2C1)NC1=NN(C=C1)C